C(C=C)C1=CC(=C(CCNC(OC(C)(C)C)=O)C=C1O)OC tert-butyl (4-allyl-5-hydroxy-2-methoxyphenethyl)carbamate